1H-pyrazolo[3,4-B]pyridin-4-amine N1N=CC2=C1N=CC=C2N